4-((3-(1-(((3S,4R)-3-fluoro-1-methylpiperidin-4-yl)amino)-6-((trifluoromethyl)thio)pyrrolo[1,2-a]pyrazin-7-yl)prop-2-yn-1-yl)amino)-3-methoxy-N-methylbenzamide F[C@H]1CN(CC[C@H]1NC=1C=2N(C=CN1)C(=C(C2)C#CCNC2=C(C=C(C(=O)NC)C=C2)OC)SC(F)(F)F)C